Pentamethyl-{(trimethylsilyl)oxy}cyclotrisiloxane C[Si]1(O[Si](O[Si](O1)(O[Si](C)(C)C)C)(C)C)C